N-(3-aminopropyl)ethanolamine NCCCNCCO